2-(2-naphthalenyloxy)-N-phenyl-propanamide C1=C(C=CC2=CC=CC=C12)OC(C(=O)NC1=CC=CC=C1)C